5-chloro-3-(oxetan-3-ylamino)-1-((2-(trimethylsilyl)ethoxy)methyl)-1H-pyrazolo[4,3-b]pyridine-7-carbaldehyde ClC1=CC(=C2C(=N1)C(=NN2COCC[Si](C)(C)C)NC2COC2)C=O